CC1=CC(=C2N1C(N(N=C2)CC(=O)N[C@@H](C)C2=CC=C(C=C2)C)=O)C (S)-2-(6,8-dimethyl-4-oxopyrrolo[1,2-d][1,2,4]triazin-3(4H)yl)-N-(1-(p-tolyl)ethyl)acetamide